CN(C(=O)NC1=CC=C2C(=N1)C(=CN2)C=2CC1CCCCN1CC2)CCC N-methyl-N-propyl-N'-(3-(1,4,5,6,7,8,9-heptahydroquinolizin-2-yl)pyrrolo[3,2-b]pyridin-5-yl)urea